CN(CCN(C(C(CCSCCC(=O)OCCCCCCCC\C=C/CCCCCCCC)NC(C(CCCCCCCCCC)CCCCCCCC)=O)=O)C)C (Z)-octadec-9-en-1-yl 3-((4-((2-(dimethylamino)ethyl)(methyl)amino)-3-(2-octyldodecanamido)-4-oxobutyl)thio)propanoate